N-((2-methylanilino)ethyl)benzoxazolone CC1=C(NCCN2C(OC3=C2C=CC=C3)=O)C=CC=C1